8-((2-Methyl-5-(5-phenyl-4H-1,2,4-triazol-3-yl)phenyl)sulfonyl)-1,4-dioxa-8-azaspiro[4.5]decane CC1=C(C=C(C=C1)C1=NN=C(N1)C1=CC=CC=C1)S(=O)(=O)N1CCC2(OCCO2)CC1